2-fluoro-6-hydroxyl-benzoic acid sodium salt [Na+].FC1=C(C(=O)[O-])C(=CC=C1)O